copper-chromium salt [Cr].[Cu]